chloro-10'-(4-((1r,4r)-4-ethynylcyclohexane-1-carbonyl)piperazin-1-yl)-5'H-spiro[cyclohexane-1,7'-indolo[1,2-a]quinazolin]-5'-one ClC1=CC=CC=2C(N=C3N(C12)C1=CC(=CC=C1C31CCCCC1)N1CCN(CC1)C(=O)C1CCC(CC1)C#C)=O